2-fluoro-4-{2-fluoro-4-[(5-pentylthieno[3,2-b]thiophen-2-yl)ethynyl]phenyl}-6-methylaniline FC1=C(N)C(=CC(=C1)C1=C(C=C(C=C1)C#CC1=CC2=C(S1)C=C(S2)CCCCC)F)C